C1(CC1)NCC1N2CCC(C1=O)(CC2)C 2-((cyclopropylamino)methyl)-4-methylquinuclidin-3-one